C1(=CC=C(C=C1)OP(=O)(OC1=CC=C(C=C1)C)C1=C(C2=CC=CC=C2C=C1)C1=C(C=CC2=CC=CC=C12)P(C1=CC=C(C=C1)C)C1=CC=C(C=C1)C)C [1-[2-(bis-p-tolylphosphono)-1-naphthyl]-2-naphthyl]-bis(p-tolyl)phosphine